3-hydroxy-1-methyl-pyrrolidin-2-one hydrochloride Cl.OC1C(N(CC1)C)=O